1-(6-aminobenzo-[d][1,3]dioxol-5-yl)ethan-1-one NC=1C(=CC2=C(OCO2)C1)C(C)=O